1-(thian-4-yl)methanamine hydrochloride Cl.S1CCC(CC1)CN